5-(3-(cyclopropylmethyl)-8-(trifluoromethyl)-[1,2,4]triazolo[4,3-a]pyridin-7-yl)-N,N-dimethylisoxazole-3-carboxamide C1(CC1)CC1=NN=C2N1C=CC(=C2C(F)(F)F)C2=CC(=NO2)C(=O)N(C)C